tert-butyl 4-(4-{[(2R,3S,4S)-1-(tert-butoxycarbonyl)-4-[(tert-butoxycarbonyl)oxy]-2-[(4-methoxyphenyl)methyl]pyrrolidin-3-yl]oxy}-4-oxobutyl)piperazine-1-carboxylate C(C)(C)(C)OC(=O)N1[C@@H]([C@@H]([C@H](C1)OC(=O)OC(C)(C)C)OC(CCCN1CCN(CC1)C(=O)OC(C)(C)C)=O)CC1=CC=C(C=C1)OC